BrC=1C=C(C[C@]2(C[C@H](CC2)NS(=O)(=O)C)C2=NC=CC(=N2)C=O)C=CC1 N-((1S,3R)-3-(3-bromobenzyl)-3-(4-formylpyrimidin-2-yl)cyclopentyl)methanesulfonamide